C(C)(=O)N1CC2(C1)CN(C(C2)=O)CC=2C(=NC(=NC2)Cl)OC2=NC=1C=CC3=C(C1N=C2)C2=C(S3)C(N[C@@H](CN2)C)=O (R)-3-((5-((2-acetyl-7-oxo-2,6-diazaspiro[3.4]octan-6-yl)methyl)-2-chloropyrimidin-4-yl)oxy)-10-methyl-9,10,11,12-tetrahydro-8H-[1,4]diazepino[5',6':4,5]thieno[3,2-f]quinoxalin-8-one